C(=O)O.C(=O)O.C1=CCCCC1 cyclohexene diformate